1,4-dimethylencyclohexan C=C1CCC(CC1)=C